OC=1C=C(CNC2=C3CCN(CC3=CC(=C2)C2=CC=C(C=C2)C(F)(F)F)C(C=C)=O)C=CC1 1-(5-((3-hydroxybenzyl)amino)-7-(4-(trifluoromethyl)phenyl)-3,4-dihydroisoquinolin-2(1H)-yl)prop-2-en-1-one